(R)-pentan-2-yl (5-(5-bromo-6-methylpyridin-2-yl)-3-methylisoxazol-4-yl)carbamate BrC=1C=CC(=NC1C)C1=C(C(=NO1)C)NC(O[C@H](C)CCC)=O